C(CC=C)B(O)O but-3-en-1-ylboronic acid